(Z)-6-((2,6-dimethylbenzyl)sulfonyl)-2-(4-nitrobenzylidene)-2H-benzo[b][1,4]thiazin-3(4H)-one CC1=C(CS(=O)(=O)C2=CC3=C(S\C(\C(N3)=O)=C/C3=CC=C(C=C3)[N+](=O)[O-])C=C2)C(=CC=C1)C